1-(3-(2-fluorophenyl)-2-methylquinolin-6-yl)-3-(2-hydroxybutyl)urea FC1=C(C=CC=C1)C=1C(=NC2=CC=C(C=C2C1)NC(=O)NCC(CC)O)C